5-fluoro-2-(piperidin-1-yl)-N-((5-(thiophen-2-yl)-1H-pyrazol-3-yl)methyl)benzamide FC=1C=CC(=C(C(=O)NCC2=NNC(=C2)C=2SC=CC2)C1)N1CCCCC1